O=C1C[C@@H](OC2=CC=CC=C12)CNC(=O)OC(CC1COC1)C 1-(oxetan-3-yl)propan-2-ol (((R)-4-oxo-chroman-2-yl)methyl)carbamate